FC(C1=NN=C(O1)C=1C=CC(=NC1)CN1C(C2=CC=C(C=C2C(C1=O)(C)C)C1=C(C=CC=C1)F)=O)F 2-((5-(5-(difluoromethyl)-1,3,4-oxadiazole-2-yl)pyridine-2-yl)methyl)-6-(2-fluorophenyl)-4,4-dimethylisoquinoline-1,3(2H,4H)-dione